BrC=1C=C(C=CC1)N1C(NC(CC1)=O)=O 1-(3-bromophenyl)dihydropyrimidine-2,4(1H,3H)dione